ClC1=C2C(=CC=C1F)N(C(C21CCN(CC1)C(=O)C=1N=CC2=C(N1)C=NN2)=O)CC(=O)NCC(F)(F)F 2-[4-chloro-5-fluoro-2-oxo-1'-(1H-pyrazolo[4,3-d]pyrimidine-5-carbonyl)spiro[indole-3,4'-piperidin]-1-yl]-N-(2,2,2-trifluoroethyl)acetamide